(2S)-2-{[(benzyloxy)carbonyl]amino}-3-[(3S)-piperidin-3-yl]propanoate C(C1=CC=CC=C1)OC(=O)N[C@H](C(=O)[O-])C[C@H]1CNCCC1